methyl (S)-2-(2-chloro-N-(4-(trifluoromethyl)benzyl)acetamido)-2-cyclobutylacetate ClCC(=O)N(CC1=CC=C(C=C1)C(F)(F)F)[C@H](C(=O)OC)C1CCC1